FC(S(=O)(=O)OC[C@]1([C@H]([C@@H]2[C@@H](OC(O2)(C)C)O1)OCC1=CC=CC=C1)COCC1=CC=CC=C1)(F)F [(3aR,5S,6S,6aR)-6-(benzyloxy)-5-[(benzyloxy)methyl]-2,2-dimethyl-dihydro-3aH-furo[2,3-d][1,3]dioxol-5-yl]methyl trifluoromethanesulfonate